C1(=CC=CC=C1)C#CC1(CCCCCC1)O 1-(phenylethynyl)cycloheptan-1-ol